6-(4-(4-fluorophenyl)-1-(2-hydroxyethyl)-1H-imidazol-5-yl)imidazo[1,2-b]pyridazine-3-carbonitrile FC1=CC=C(C=C1)C=1N=CN(C1C=1C=CC=2N(N1)C(=CN2)C#N)CCO